COC(=O)N1CC2=C(C=C(C=C2CC1C(=O)OC)Br)F.C(C)NC(=O)C1NCC(C1)NCC1=CC=C(C=C1)OC N-ethyl-4-{[(4-methoxyphenyl)methyl]Amino}pyrrolidine-2-carboxamide dimethyl-6-bromo-8-fluoro-3,4-dihydroisoquinoline-2,3(1H)-dicarboxylate